N-(4-(1-(4-(5-(difluoromethyl)-1,3,4-oxadiazol-2-yl)benzyl)-1H-1,2,3-triazol-4-yl)benzyl)-N-methyl-1-(pyridin-4-yl)methylamine FC(C1=NN=C(O1)C1=CC=C(CN2N=NC(=C2)C2=CC=C(CN(C)CC3=CC=NC=C3)C=C2)C=C1)F